C1(NC=CC2=CC=NC=C12)=O 2,7-naphthyridin-1-one